1-(2-fluoro-4-(4,4,5,5-tetramethyl-1,3,2-dioxaborolan-2-yl)benzyl)-4-methylpiperazine FC1=C(CN2CCN(CC2)C)C=CC(=C1)B1OC(C(O1)(C)C)(C)C